NC1=C2C(=NC=N1)N(N=C2C2=CC=C(C=C2)OC2=CC=CC=C2)C2CN(CCC2)C(C=CCN2CCNCC2)=O 1-(3-(4-amino-3-(4-phenoxyphenyl)-1H-pyrazolo[3,4-d]pyrimidin-1-yl)piperidin-1-yl)-4-(piperazin-1-yl)but-2-en-1-one